BrCCCOC=1C(=C(C=CC1)C1=C(C(=CC=C1)C=1SC=2CN(CCC2N1)C(=O)OC(C)(C)C)C#N)C Tert-butyl 2-(3'-(3-bromopropyloxy)-2-cyano-2'-methyl-[1,1'-biphenyl]-3-yl)-6,7-dihydrothiazolo[5,4-c]pyridine-5(4H)-carboxylate